BrCCCCOC1=CC=C(C=C1)C(C=CC=1C=C(C=CC1)C)=O 1-(4-(4-bromobutoxy)phenyl)-3-(3-tolyl)-2-propen-1-one